CN(C1(CN(C1)C(=O)OC(C)(C)C)COC(C)C)C tert-butyl 3-(dimethylamino)-3-(isopropoxymethyl)azetidine-1-carboxylate